β-glucopyranose hydrate O.O[C@H]1[C@H](O)[C@@H](O)[C@H](O)[C@H](O1)CO